(3S)-3-((3-(methylcarbamoyl)-7-(trifluoromethyl)thieno[3,2-b]pyridin-5-yl)oxy)pyrrolidine-1-carboxylic acid 1-methoxypropan-2-yl ester COCC(C)OC(=O)N1C[C@H](CC1)OC1=CC(=C2C(=N1)C(=CS2)C(NC)=O)C(F)(F)F